C(C)(C)N1N=C(C=C1)C1=C(C2=C(N=C(N=C2N2C[C@@H](OCC2)COC)C=2N(C=CN2)C)S1)C |r| rac-4-(6-(1-Isopropyl-1H-pyrazol-3-yl)-5-methyl-2-(1-methyl-1H-imidazol-2-yl)thieno[2,3-d]pyrimidin-4-yl)-2-(methoxymethyl)morpholine